2-cyano-N,5-dimethyl-N-((4-oxo-1,4-dihydropyridin-2-yl)methyl)-1-tosyl-1H-indole-7-sulfonamide C(#N)C=1N(C2=C(C=C(C=C2C1)C)S(=O)(=O)N(CC=1NC=CC(C1)=O)C)S(=O)(=O)C1=CC=C(C)C=C1